ClC=1C=C(C=CC1OCC1=NC=CC=C1)NC(C=CC=C)=O N-(3-chloro-4-(pyridin-2-ylmethoxy)phenyl)penta-2,4-dienamide